ClC[C@H]1NCCC[C@H]1CN (2S,3S)-2-chloromethyl-3-aminomethylpiperidine